ClC1=C(C=CC2=C1OC1=C(C=N2)C=CC=C1)F 6-chloro-7-fluoro-benzo[b][1,4]benzoxazepine